N-(2-(5-methyl-2-(tert-amyl)phenoxy)phenyl)-1-methyl-3-trifluoromethyl-1H-pyrazole-4-carboxamide CC=1C=CC(=C(OC2=C(C=CC=C2)NC(=O)C=2C(=NN(C2)C)C(F)(F)F)C1)C(C)(C)CC